2-amino-4-ethyl-3-thiopheneacetic acid ethyl ester C(C)OC(CC1=C(SC=C1CC)N)=O